CC1C(CCCC1)=O (E)-2-methylcyclohexanone